COC1=CC(=C(C=C1)C1=C(C2=C(CCC1)C=CC=C2)C2=CC=C(C=C2)OC2CN(CC2)CCCF)C 6-(4-Methoxy-2-methyl-phenyl)-5-{4-[1-(3-fluoro-propyl)-pyrrolidin-3-yloxy]-phenyl}-8,9-dihydro-7H-benzocycloheptene